N,N-dimethyl-4-(2-(pyridin-3-ylamino)pyrimidin-5-yl)benzamide CN(C(C1=CC=C(C=C1)C=1C=NC(=NC1)NC=1C=NC=CC1)=O)C